4-(6-amino-4-methylpyridazin-3-yl)phenol NC1=CC(=C(N=N1)C1=CC=C(C=C1)O)C